(3,3-dimethyl-2,3-dihydrofuro[2,3-b]pyridin-6-yl)methylamine CC1(COC2=NC(=CC=C21)CN)C